2-(2,5-dihydroxyphenyl)-4,5-diphenylimidazole OC1=C(C=C(C=C1)O)C=1NC(=C(N1)C1=CC=CC=C1)C1=CC=CC=C1